C(CC(O)(C(=O)O)CC(=O)O)(=O)O.N1=CN=CC=C1 pyrimidine mono-citrate